2-(2-((R)-3-aminopyrrolidin-1-yl)-6-isopropylpyrimidin-4-yl)-4-(2-fluoro-6-methoxyphenyl)-2,3-dihydro-1H-pyrrolo[3,4-c]pyridin-1-one N[C@H]1CN(CC1)C1=NC(=CC(=N1)N1CC=2C(=NC=CC2C1=O)C1=C(C=CC=C1OC)F)C(C)C